C(C)OC1=C(C(=CC=C1)OCC)P(NC(C1=CC(=CC(=C1)C(F)(F)F)C(F)(F)F)=O)C1=C(C=CC=C1OCC)OCC N-(bis(2,6-diethoxyphenyl)phosphanyl)-3,5-bis(trifluoromethyl)benzamide